ClC=1C=C(OCC[C@H](C(=O)O)C)C=CC1C=1N(C2=NC=NC(=C2N1)OC1(CC1)C)CC1=CC(=CC=C1)C#N |r| (racemic)-(R)-4-(3-chloro-4-(9-(3-cyanobenzyl)-6-(1-methylcyclopropoxy)-9H-purin-8-yl)phenoxy)-2-methylbutanoic acid